((1R,5S,6r)-3-(3-(3-fluoro-2-methyl-1,2-dihydropyridin-4-yl)-1H-pyrazolo[3,4-b]pyrazin-6-yl)-6-(4-methylthiazol-2-yl)-3-azabicyclo[3.1.0]hexan-6-yl)methanamine FC=1C(NC=CC1C1=NNC2=NC(=CN=C21)N2C[C@H]1C([C@H]1C2)(C=2SC=C(N2)C)CN)C